trifluoromethyl-phenyldiazirine FC(F)(F)C1=C(C=CC=C1)C1=NN1